BrC=1C=CC(=C2C(=CNC12)C#N)F 7-bromo-4-fluoro-1H-indole-3-carbonitrile